NC=1C=2N(C=CN1)C(=NC2C2=CC=C(C(=O)NC1=NC=CC(=C1)C(C)C)C=C2)[C@H]2N(CCC2)C(C#CC)=O (S)-4-(8-amino-3-(1-but-2-ynoylpyrrolidin-2-yl)imidazo[1,5-a]pyrazin-1-yl)-N-(4-isopropylpyridin-2-yl)benzamide